1,8-bis-(p-carboxyphenoxy)-3,6-dioxaoctane C(=O)(O)C1=CC=C(OCCOCCOCCOC2=CC=C(C=C2)C(=O)O)C=C1